FC=1C(=C2C(=C(NC2=C(C1)C(=O)N)C)C)NC1CNCC1 5-fluoro-2,3-dimethyl-4-(pyrrolidin-3-ylamino)-1H-indole-7-carboxamide